BrC=1C=C(C2=C(N(C=N2)C2CC(C2)=O)C1)C(F)(F)F 3-[6-bromo-4-(trifluoromethyl)-1H-1,3-benzimidazol-1-yl]cyclobutanone